FC=1C=CC2=C(NC(=NS2(=O)=O)O)C1C(C)C1=C(C=CC=C1)F.[Zn].[Cd] cadmium zinc 6-fluoro-5-[1-(2-fluorophenyl)ethyl]-1,1-dioxo-4H-1,2,4-benzothiadiazin-3-ol